3-(benzyloxymethyl)-1-[(2R,3R,4S,5S)-3,4-dihydroxy-5-(hydroxymethyl)-5-(triisopropyl-silyloxymethyl)tetrahydrofuran-2-yl]pyrimidine-2,4-dione C(C1=CC=CC=C1)OCN1C(N(C=CC1=O)[C@@H]1O[C@]([C@H]([C@H]1O)O)(CO[Si](C(C)C)(C(C)C)C(C)C)CO)=O